tert-butyl (1-((3-((3-carbamoyl-5-ethyl-6-methylpyrazin-2-yl)amino)phenethyl)carbamoyl)cyclopropyl)(methyl)carbamate C(N)(=O)C=1C(=NC(=C(N1)CC)C)NC=1C=C(CCNC(=O)C2(CC2)N(C(OC(C)(C)C)=O)C)C=CC1